CN(C)CC=1N(C2=CC(=C(C=C2C1)C)C(=O)N[C@H](C)C1=CC=CC2=CC=CC=C12)CO (R)-2-((Dimethylamino)methyl)-1-(hydroxymethyl)-5-methyl-N-(1-(naphthalen-1-yl)ethyl)-1H-indole-6-carboxamide